ClC1=C(OCC2=NC=CC(=C2)C=C2CN(C2)CC2=NC3=C(N2CC2=CN=CN2CC)C=C(C=C3)C(=O)O)C=CC(=C1)Cl 2-{[3-({2-[(2,4-dichlorophenoxy)methyl]pyridin-4-yl}methylidene)azetidin-1-yl]methyl}-1-[(1-ethyl-1H-imidazol-5-yl)methyl]-1H-1,3-benzodiazole-6-carboxylic acid